5-[(4-chlorophenyl)methyl]-3-morpholino-8-thioxo-pyrimido[5,4-c]pyridazin-6-one ClC1=CC=C(C=C1)CN1C(NC(C=2N=NC(=CC21)N2CCOCC2)=S)=O